methyl-ethyl-6-propyl-cyclohexyl-oxy-2-methylpyridin-3-yl-methyl-amide CC([N-]C=1C(=NC=CC1)C)(OC1CCCCC1CCC)CC